(2-amino-8-fluoro-6-(3-fluoro-2-methylphenyl)imidazo[1,2-a]pyridin-3-yl)((1s,2s)-2-fluorocyclopropyl)methanone 2-vinyloxycyclohexylmethyl-acrylate C(=C)OC1C(CCCC1)COC(C=C)=O.NC=1N=C2N(C=C(C=C2F)C2=C(C(=CC=C2)F)C)C1C(=O)[C@H]1[C@H](C1)F